COC(C1=C(C(=C(C(=C1)O)N)I)Cl)=O 4-amino-2-chloro-5-hydroxy-3-iodobenzoic acid methyl ester